5-(4-monohydroxyphenyl)-gamma-valerolactone OC1=CC=C(C=C1)CC1CCC(=O)O1